CN1N=C(N=C1)COCC1=C(C(=O)NC2=NN=NN2C)C=CC(=N1)C(F)(F)F 2-(((1-methyl-1H-1,2,4-triazol-3-yl)methoxy)methyl)-N-(1-methyl-1H-tetrazol-5-yl)-6-(trifluoromethyl)nicotinamide